ethyl 5-bromo-2-(4-methyl-3-{[(2Z)-3-{[2-(trimethylsilyl)ethoxy]methyl}-2,3-dihydro-1,3-benzothiazol-2-ylidene]amino}-5H,6H,7H-pyrrolo[2,3-c]pyridazin-7-yl)-1,3-thiazole-4-carboxylate BrC1=C(N=C(S1)N1CCC2=C1N=NC(=C2C)\N=C\2/SC1=C(N2COCC[Si](C)(C)C)C=CC=C1)C(=O)OCC